C(C)(C)(C)OC(=O)C1=CC=C(C=C1)B1OC(C(O1)(C)C)(C)C (4-(4,4,5,5-tetramethyl-1,3,2-dioxaborolan-2-yl)phenyl)carboxylic acid tert-butyl ester